tris(4,4-dimethyl-2-oxazolinyl)phenylboronic acid CC1(N=C(OC1)C1=C(C(=C(C=C1)B(O)O)C=1OCC(N1)(C)C)C=1OCC(N1)(C)C)C